C1OCC=2C=NC(=CC21)N 1,3-dihydrofuro[3,4-c]pyridin-6-amine